C1(CC1)N1N=C(C(=C1)OC1=C2C(=NC=C1)C=C(S2)C=2C=NN(C2)C)C2CCOCC2 7-((1-cyclopropyl-3-(tetrahydro-2H-pyran-4-yl)-1H-pyrazol-4-yl)oxy)-2-(1-methyl-1H-pyrazol-4-yl)thieno[3,2-b]pyridine